N-(4-(5-benzamido-1-methyl-1H-pyrazol-3-yl)cyclohexyl)-2-chlorobenzamide C(C1=CC=CC=C1)(=O)NC1=CC(=NN1C)C1CCC(CC1)NC(C1=C(C=CC=C1)Cl)=O